2-(2-chlorophenyl)-5-(8-cyclopropyl-1,2,3,4-tetrahydronaphthalen-2-yl)-3-methyl-4,5,6,7-tetrahydro-3H-imidazo[4,5-c]pyridine ClC1=C(C=CC=C1)C1=NC2=C(CN(CC2)C2CC3=C(C=CC=C3CC2)C2CC2)N1C